BrC1=C(C=C(C(=N1)N)C)F 6-bromo-5-fluoro-3-methylpyridin-2-amine